CN1CN(CN(C1)C)C 1,3,5-trimethylhexahydro-1,3,5-triazine